4-[(4-nitrobenzyl)-(2,2-difluoroethyl)-amino]-furan-2(5H)-one [N+](=O)([O-])C1=CC=C(CN(C2=CC(OC2)=O)CC(F)F)C=C1